FC1(CC=C(C(C1)C)C1=C(C(=NC=C1)C1=C(C=NC=C1)N)F)F (4,4-difluoro-6-methylcyclohex-1-en-1-yl)-3-fluoro-[2,4'-bipyridin]-3'-amine